6-aminocaproic acid sodium salt [Na+].NCCCCCC(=O)[O-]